1-chloro-4-(4-methylthiophene-2-yl)Phthalazine ClC1=NN=C(C2=CC=CC=C12)C=1SC=C(C1)C